2-amino-N',3-dimethyl-N'-(pyrimidin-2-yl)-N-((5-(4-(trifluoromethyl)thiazol-5-yl)pyridin-2-yl)methyl)quinoline-6-carbohydrazide NC1=NC2=CC=C(C=C2C=C1C)C(=O)N(N(C1=NC=CC=N1)C)CC1=NC=C(C=C1)C1=C(N=CS1)C(F)(F)F